NCCCOC1=CC=C(C=C1)N1C(=NN=C1O)C1=C(C=C(C(=C1)C(C)C)O)O 4-(4-(4-(3-aminopropoxy)phenyl)-5-hydroxy-4H-1,2,4-triazol-3-yl)-6-isopropylbenzene-1,3-diol